NC=1N(C(C2=C(N1)N=CC=C2C)=O)CC2=NC(=NO2)[C@@H]2CO[C@H](C2)C2=CC=C(C=C2)F 2-amino-3-((3-((3R,5R)-5-(4-fluorophenyl)tetrahydro-furan-3-yl)-1,2,4-oxadiazol-5-yl)methyl)-5-methylpyrido[2,3-d]pyrimidin-4(3H)-one